C1(CC1)C1=C(N(C(C=C1)=O)C)C1=C(OC=2C(=NC=NC2)N2CC3(CCN(C3)CC3=CC4=C(NC(N4)=O)C=C3)CC2)C=CC(=C1)F 5-((7-(5-(2-(3-cyclopropyl-1-methyl-6-oxo-1,6-dihydropyridin-2-yl)-4-fluorophenoxy)pyrimidin-4-yl)-2,7-diazaspiro[4.4]non-2-yl)methyl)-1,3-dihydro-2H-benzo[d]imidazol-2-one